N[C@@H](C(=O)NC([2H])([2H])C1=C(C=CC=C1)F)C (R)-2-amino-N-((2-fluorophenyl)methyl-d2)propanamide